1-(1-ethoxyethyl)-4-(4,4,5,5-tetramethyl-1,3,2-dioxaborolan-2-yl)pyrazole calcium aminobenzoate NC1=C(C(=O)[O-])C=CC=C1.[Ca+2].C(C)OC(C)N1N=CC(=C1)B1OC(C(O1)(C)C)(C)C.NC1=C(C(=O)[O-])C=CC=C1